C(C)C1(CCC1)C1=NC=C2C=NC(=NN21)N[C@H]2[C@@H](CN(CC2)C(=O)OC(C)(C)C)O tert-butyl (3R,4R)-4-{[7-(1-ethylcyclobutyl)imidazo[4,3-f][1,2,4]triazin-2-yl]amino}-3-hydroxypiperidine-1-carboxylate